BrC=1C(=C2C=NN(C2=CC1)S(=O)(=O)C1=CC=C(C=C1)C)C 5-bromo-4-methyl-1-(4-methylbenzenesulfonyl)-1H-indazole